C1(=CC=CC=C1)C1=NC(=NC(=N1)C1=CC=CC=C1)C=1C=NC=CC1C1=CC=C2C=3C=CC=CC3C3(C2=C1)CCCCC3 7'-(3-(4,6-diphenyl-1,3,5-triazin-2-yl)pyridin-4-yl)spiro[cyclohexane-1,9'-fluorene]